Glycerol dibutyrate C(CCC)(=O)OCC(OC(CCC)=O)CO